4-((tert-butyldimethylsilyl)oxy)-1-fluoronaphthalene-2-ol [Si](C)(C)(C(C)(C)C)OC1=CC(=C(C2=CC=CC=C12)F)O